tert-butyl (6S,7R)-6-fluoro-7-((S)-1-(4-fluorophenyl)-1,2,3,4-tetrahydroisoquinoline-2-carbonyl)-1,4-oxazepane-4-carboxylate F[C@H]1CN(CCO[C@@H]1C(=O)N1[C@H](C2=CC=CC=C2CC1)C1=CC=C(C=C1)F)C(=O)OC(C)(C)C